C(C=C)(=O)NCCNC(=O)C1=C(C=C(C=C1)B(O)O)F (4-((2-acrylamidoethyl)carbamoyl)-3-fluorophenyl)boronic acid